[N-](S(=O)(=O)C(F)(F)F)S(=O)(=O)C(F)(F)F.[N-](S(=O)(=O)C(F)(F)F)S(=O)(=O)C(F)(F)F.[N-](S(=O)(=O)C(F)(F)F)S(=O)(=O)C(F)(F)F.[Co+3].N1(N=CC=C1)C1=NC(=CC=C1)N1N=CC=C1.N1(N=CC=C1)C1=NC(=CC=C1)N1N=CC=C1 bis(2,6-bis(1H-pyrazol-1-yl)pyridine) cobalt (III) tris(bis(trifluoromethylsulfonyl)imide)